N-(4-(4-cyclopropyl-1H-imidazole-1-yl)-5-methylpyridin-2-yl)-6-(4-isopropyl-4H-1,2,4-triazole-3-yl)picolinamide C1(CC1)C=1N=CN(C1)C1=CC(=NC=C1C)NC(C1=NC(=CC=C1)C1=NN=CN1C(C)C)=O